Cl.Cl.C(C)(C)N1N=C(C=2C1=NC=NC2N)C2=NNC(=C2)C(F)(F)F 1-isopropyl-3-(5-(trifluoromethyl)-1H-pyrazol-3-yl)-1H-pyrazolo[3,4-d]pyrimidin-4-amine dihydrochloride